C(C)(C)(C)C1=CC=C(C=C1)C=1C=2N(C=C(N1)C(=O)N)C=CC2 (4-(tert-butyl)phenyl)pyrrolo[1,2-a]pyrazine-3-carboxamide